CN1N=CC2=CC(=CC=C12)C12OCC(CC1)(CC2)CN(C(=O)C2CCOCC2)C=2C=C(C=CC2)/C=C/C(=O)OC (E)-Methyl 3-(3-(N-((1-(1-methyl-1H-indazol-5-yl)-2-oxabicyclo[2.2.2]octan-4-yl)methyl)tetrahydro-2H-pyran-4-carboxamido)phenyl)acrylate